COC1(COC1)COCC1OC1 3-methoxy-3-[(2-oxiranylmethoxy)methyl]-oxetane